C(C)OC(=O)C=1N=C2N(N1)C(CC2)C(CC)(F)F 5-(1,1-Difluoropropyl)-6,7-dihydro-5H-pyrrolo[1,2-b][1,2,4]triazole-2-carboxylic acid ethyl ester